piperidin-2,6-dion-Hydrochlorid Cl.N1C(CCCC1=O)=O